N1(N=CC2=CC=CC=C12)S(=O)(=O)N indazole-1-sulfonamide